BrC1=C2C=NN(C2=CC2=C1C(CC2)C=C)C2OCCCC2 4-bromo-1-(tetrahydro-2H-pyran-2-yl)-5-vinyl-1,5,6,7-tetrahydrocyclopenta[f]indazole